CN(S(=O)(=O)C1=CC=C(C=C1)S(=O)(=O)NC1=C(C=CC=C1)N1CCC(CC1)C(=O)N)C 1-(2-((4-(N,N-dimethylsulfamoyl)phenyl)sulfonamido)phenyl)piperidine-4-carboxamide